methyl (1r,4r)-4-(((5-(3-bromo-2-chlorophenyl)-3-methoxypyrazin-2-yl)methyl)amino)cyclohexane-1-carboxylate BrC=1C(=C(C=CC1)C=1N=C(C(=NC1)CNC1CCC(CC1)C(=O)OC)OC)Cl